7-((cyclopropylmethyl)amino)-6-fluoro-2-(((tetrahydro-2H-pyran-4-yl)thio)methyl)quinazolin-4(3H)-one C1(CC1)CNC1=C(C=C2C(NC(=NC2=C1)CSC1CCOCC1)=O)F